N-((2-(2,6-dioxopiperidin-3-yl)-1-oxoisoindolin-5-yl)methyl)-2-(2-ethoxy-6-fluorophenyl)-2,2-difluoroacetamide O=C1NC(CCC1N1C(C2=CC=C(C=C2C1)CNC(C(F)(F)C1=C(C=CC=C1F)OCC)=O)=O)=O